8-Methoxy-3-nitro-2-oxo-1,2-dihydroquinoline-7-acetate COC=1C(=CC=C2C=C(C(NC12)=O)[N+](=O)[O-])CC(=O)[O-]